(S)-N-(3-chloro-4-fluorophenyl)-7-fluoro-1-(pyridine-2-sulfonylamino)-2,3-dihydro-1H-indene-4-carboxamide ClC=1C=C(C=CC1F)NC(=O)C=1C=2CC[C@@H](C2C(=CC1)F)NS(=O)(=O)C1=NC=CC=C1